1-(2-(3-(((10-((2-(2,6-dioxopiperidin-3-yl)-1,3-dioxoisoindolin-4-yl)oxy)decyl)(methyl)amino)methyl)phenoxy)ethyl)-N-hydroxy-1H-indole-6-carboxamide O=C1NC(CCC1N1C(C2=CC=CC(=C2C1=O)OCCCCCCCCCCN(C)CC=1C=C(OCCN2C=CC3=CC=C(C=C23)C(=O)NO)C=CC1)=O)=O